7-(3-aminopyrrolidin-1-yl)-2-(2-methyl-1,3-benzothiazol-6-yl)-4H-pyrido[1,2-a]pyrimidin-4-one NC1CN(CC1)C=1C=CC=2N(C(C=C(N2)C2=CC3=C(N=C(S3)C)C=C2)=O)C1